NC1=NC(=CC(=N1)N1CCC2(C[C@H](NC2)C(=O)O)CC1)O[C@@H](C(F)(F)F)C1=C(C=C(C=C1)C1=CC=C(C=C1)C(NC)=O)N1N=C(C=C1)C (S)-8-(2-amino-6-((R)-2,2,2-trifluoro-1-(3-(3-methyl-1H-pyrazol-1-yl)-4'-(methylcarbamoyl)-[1,1'-biphenyl]-4-yl)ethoxy)pyrimidin-4-yl)-2,8-diazaspiro[4.5]decane-3-carboxylic acid